5-Cyano-2,3-difluoro-N-(pyridin-4-yl)benzamide C(#N)C=1C=C(C(=C(C(=O)NC2=CC=NC=C2)C1)F)F